(S)-3-(2,2-dimethylbutanoyl)-3-phenylpropionic acid CC(C(=O)[C@@H](CC(=O)O)C1=CC=CC=C1)(CC)C